(6-Aminoquinoxalin-5-yl)dimethylphosphine NC=1C(=C2N=CC=NC2=CC1)P(C)C